Methyl 2-(((tert-butoxycarbonyl)amino)methyl)-2-(6-(trifluoromethyl)pyridin-3-yl)butanoate C(C)(C)(C)OC(=O)NCC(C(=O)OC)(CC)C=1C=NC(=CC1)C(F)(F)F